(4,6-dimethyl-2-oxo-1,2-dihydropyridin-3-yl)methyl-3-(((1r,4r)-4-(dimethylamino)cyclohexyl)(ethyl)amino)-2-methyl-5-(1-methyl-1H-imidazol-2-yl)-benzamide CC1=C(C(NC(=C1)C)=O)CC1=C(C(=C(C(=O)N)C=C1C=1N(C=CN1)C)C)N(CC)C1CCC(CC1)N(C)C